C1(CC1)CN1N=CC(=C1)C1=NOC(=C1)C(=O)O 3-[1-(cyclopropylmethyl)-1H-pyrazol-4-yl]-1,2-oxazole-5-carboxylic acid